C1(CCC1)[C@@H](CO)NC([C@@H](C)C1=CC(=C(C=C1)NC([C@H](C(C1CC1)C1CC1)NC(=O)C1=CC=NN1CC)=O)F)=O N-((S)-1-((4-((S)-1-(((S)-1-cyclobutyl-2-hydroxyethyl)amino)-1-oxopropan-2-yl)-2-fluorophenyl)amino)-3,3-dicyclopropyl-1-oxopropan-2-yl)-1-ethyl-1H-pyrazole-5-carboxamide